2-[5-methyl-2-[4-(trifluoromethyl)phenyl]-1-piperidyl]-2-oxo-acetic acid CC1CCC(N(C1)C(C(=O)O)=O)C1=CC=C(C=C1)C(F)(F)F